COC1=CC=C(C=C1)NC(=O)N1CCC2(CC1)CCC(CC2)N(C=2C1=C(N=CN2)NC=C1)C N-(4-methoxyphenyl)-9-(methyl-(7H-pyrrolo[2,3-d]pyrimidin-4-yl)amino)-3-azaspiro[5.5]undecane-3-carboxamide